ClC1=CC=C(C=C1)C1=C(CCC(C1)(C)C)CN1CCN(CC1)C1=CC(=C(C(=O)NS(=O)(=O)C2=CC(=C(C=C2)NCC2CCOCC2)[N+](=O)[O-])C=C1)OC=1C=C2C=CNC2=CC1 4-(4-{[2-(4-chlorophenyl)-4,4-dimethylcyclohex-1-en-1-yl]methyl}piperazin-1-yl)-2-(1H-indol-5-yloxy)-N-({3-nitro-4-[(tetrahydro-2H-pyran-4-ylmethyl)amino]phenyl}sulfonyl)benzamide